1-(3-fluoro-4-pyridyl)pyrazolo[3,4-d]pyrimidine-4,6-diol FC=1C=NC=CC1N1N=CC=2C1=NC(=NC2O)O